3-bromo-N-((4,6-dimethyl-2-oxo-1,2-dihydropyridin-3-yl)methyl)-5-(ethyl-(tetrahydro-2H-pyran-4-yl)amino)-2-fluoro-6-methylbenzamide BrC=1C(=C(C(=O)NCC=2C(NC(=CC2C)C)=O)C(=C(C1)N(C1CCOCC1)CC)C)F